C(C1=CC=CC=C1)OC1=CC(=NC=2C=CN=C(C12)C#N)C1=C(C=C(C=C1)C(C)(C)C)C1=CCC(CC1)(F)F 4-Benzyloxy-2-[4-tert-butyl-2-(4,4-difluorocyclohexen-1-yl)phenyl]-1,6-naphthyridine-5-carbonitrile